Propyl-Silanol C(CC)[SiH2]O